C(C)NF ethyl-fluoroamine